ethyl (E)-4-(1-benzylindazol-4-yl)but-2-enoate C(C1=CC=CC=C1)N1N=CC2=C(C=CC=C12)C/C=C/C(=O)OCC